NC=1C2=C(N=CN1)N(C(=C2C2=CC=C(C=C2)OC2=CC=CC=C2)C#CC2CCN(CC2)C([C@@H](C)NC(C=C)=O)=O)[C@@H]2COCC2 N-((R)-1-(4-((4-amino-5-(4-phenoxyphenyl)-7-((S)-tetrahydrofuran-3-yl)-7H-pyrrolo[2,3-d]pyrimidin-6-yl)ethynyl)piperidin-1-yl)-1-oxopropan-2-yl)acrylamide